FC1=CC=C(OC[C@@H]2N(C3CC(C2)C3)C(=O)C3=NC(=CC=C3C=3SC=CN3)C)C=C1 (3R)-3-(4-fluorophenoxymethyl)-2-{[6-methyl-3-(1,3-thiazol-2-yl)pyridin-2-yl]carbonyl}-2-azabicyclo[3.1.1]heptane